[Cl-].[Na+].NCCCNCCCCNCCCN spermIn sodium chloride